O1CCN(CC1)C1=CC(=C(CN2CC3(CCN(C3)C(=O)N3N=C(C=C3)C(=O)N)CC2)C=C1)C(F)(F)F 1-(7-(4-morpholino-2-(trifluoromethyl)benzyl)-2,7-diazaspiro[4.4]nonane-2-carbonyl)-1H-pyrazole-3-carboxamide